S1C=CC2=C1C1=C(C=NC=C1)S2 thieno[2',3':4,5]thieno[2,3-c]pyridine